ClC1=CC(=CC=2C=C(OC21)CCNC(OC(C)(C)C)=O)C2=CC=C(C=C2)C(=O)N2CCOCC2 tert-Butyl 2-(7-chloro-5-(4-(morpholine-4-carbonyl)phenyl)benzofuran-2-yl)ethylcarbamate